6-chloro-1-phenyl-N-(1-(3,4,5-trimethoxyphenyl)-1H-imidazol-4-yl)-1H-pyrazolo[3,4-d]pyrimidin-4-amine ClC1=NC(=C2C(=N1)N(N=C2)C2=CC=CC=C2)NC=2N=CN(C2)C2=CC(=C(C(=C2)OC)OC)OC